2,3,5-trichloropyrimidine ClC1N=CC(=CN1Cl)Cl